FC1(CN(CCC1O)C(=O)OC(C)(C)C)C tert-butyl 3-fluoro-4-hydroxy-3-methylpiperidine-1-carboxylate